4-(Boc-amino)phenylboric acid C(=O)(OC(C)(C)C)NC1=CC=C(C=C1)OB(O)O